N'-acetyl-4-chlorobenzoyl-hydrazine C(C)(=O)NNC(C1=CC=C(C=C1)Cl)=O